ethyl (S)-2-(((benzyloxy)carbonyl)(methyl)amino)-2-((R)-tetrahydrofuran-3-yl)acetate C(C1=CC=CC=C1)OC(=O)N([C@H](C(=O)OCC)[C@@H]1COCC1)C